2-(2-(cyclopropanesulfonylamino)thiazol-4-yl)-2-ethyl-N-(4-(pyridin-3-yl)phenyl)butanamide C1(CC1)S(=O)(=O)NC=1SC=C(N1)C(C(=O)NC1=CC=C(C=C1)C=1C=NC=CC1)(CC)CC